C(C)(C)(C)OC(=O)NCCC=1SC=C(N1)C(=O)OC methyl 2-(2-{[(tert-butoxy) carbonyl]Amino} ethyl)-1,3-thiazole-4-carboxylate